COC1=CC=C(C=C1)C(OC[C@]1(O[C@H](COC1)N1C(NC(C=C1)=O)=O)COP(OCCC#N)N(C(C)C)C(C)C)(C1=CC=CC=C1)C1=CC=C(C=C1)OC 3-[[(2S,6R)-2-[[bis(4-methoxyphenyl)-phenyl-methoxy]methyl]-6-(2,4-dioxopyrimidin-1-yl)-1,4-dioxan-2-yl]methoxy-(diisopropylamino)phosphanyl]oxypropanenitrile